C(C)[C@]1(C(OCC=2C(N3CC=4C(=NC=5C=CC(=C(C5C4)CNC)O)C3=CC21)=O)=O)O (S)-4-ethyl-4,9-dihydroxy-10-((methylamino)methyl)-1,12-dihydro-14H-pyrano[3',4':6,7]indolizino[1,2-b]quinoline-3,14(4H)-dione